C1(=CC=CC=C1)C1NC(NC1)=O 4-Phenyl-2-imidazolidinone